[C@@H]1([C@@H](O)[C@H](O)[C@H](O)[C@@H](O1)C)OCCNC(CN(CC(NCCCCCC(NCCNC([C@H](CCC(=O)O)NC(CCCCCCCCCCCCCCCC)=O)=O)=O)=O)CC(=O)NCCO[C@H]1[C@@H](O)[C@H](O)[C@H](O)[C@@H](O1)C)=O (S)-1-[(α-L-fucopyranosyl)oxy]-6-[2-({2-[(α-L-fucopyranosyl)oxy]ethyl}amino)-2-oxoethyl]-21-heptadecanamido-4,8,15,20-tetraoxo-3,6,9,16,19-pentaazatetracosan-24-oic acid